C1(=CC(=CC=C1)C1=NC(=NC=C1Cl)NC1CC(CCC1)C(=O)N1CCC(CC1)C(=O)N1CCCCC1)C1=CC=CC=C1 1-(1-(3-((4-([1,1'-biphenyl]-3-yl)-5-chloropyrimidin-2-yl)amino)cyclohexane-1-carbonyl)piperidine-4-carbonyl)piperidin